4-Aminoadamantan NC1C2CC3CC(CC1C3)C2